C(CCCCCCCCCCC)N(CC(=O)N1CCN(CC1)C(CN(CCCCCCCCC)CCN(CCCCCCCCCCCC)CCCCCCCCCCCC)=O)CCCCCCCCCCCC 2-(Didodecylamino)-1-(4-(N-(2-(didodecylamino)ethyl)-N-nonylglycyl)piperazin-1-yl)ethan-1-one